2-amino-N-((1s,3s)-3-(5,7-difluoro-2-(4-fluorophenyl)-1H-indol-3-yl)cyclobutyl)acetamide NCC(=O)NC1CC(C1)C1=C(NC2=C(C=C(C=C12)F)F)C1=CC=C(C=C1)F